5-{[(2,2-dimethylpropionyl)amino]methyl}-N-(1-ethyl-1H-indazol-4-yl)-2-(trifluoromethyl)benzamide CC(C(=O)NCC=1C=CC(=C(C(=O)NC2=C3C=NN(C3=CC=C2)CC)C1)C(F)(F)F)(C)C